(2S,3S,4R,5R)-5-(6-(benzylamino)-2-(6-methylpyridin-3-yl)-9H-purin-9-yl)-3,4-dihydroxy-N-methyltetrahydrofuran-2-carboxamide C(C1=CC=CC=C1)NC1=C2N=CN(C2=NC(=N1)C=1C=NC(=CC1)C)[C@H]1[C@@H]([C@@H]([C@H](O1)C(=O)NC)O)O